NC1(C=2OC(C=3SC(=CC3C2COC1)C=1C=NNC1)=O)C 10-amino-10-methyl-4-(1H-pyrazol-4-yl)-8,12-dioxa-5-thiatricyclo[7.4.0.02,6]trideca-1(9),2(6),3-trien-7-one